N-(trimethoxysilylpropyl)carbamate CO[Si](OC)(OC)CCCNC([O-])=O